6-difluoromethoxypyrazolo[1,5-a]pyridine FC(OC=1C=CC=2N(C1)N=CC2)F